[3-[[2-Fluoro-4-(trifluoromethyl)phenyl]methoxy]azetidin-1-yl]-[3-(1H-1,2,4-triazol-5-yl)pyrrolidin-1-yl]methanone FC1=C(C=CC(=C1)C(F)(F)F)COC1CN(C1)C(=O)N1CC(CC1)C1=NC=NN1